CC1=CC=CC(=N1)C1=NNC=C1C=1C=C2C=C(C(=NC2=CC1)C1NCCC1)C=1C=NNC1 6-[3-(6-methyl-2-pyridyl)-1H-pyrazol-4-yl]-3-(1H-pyrazol-4-yl)-2-pyrrolidin-2-yl-quinoline